4-bromo-N-((4S,6S)-6-isopropyl-5,6-dihydro-4H-pyrrolo[1,2-b]pyrazol-4-yl)benzenesulfonamide BrC1=CC=C(C=C1)S(=O)(=O)N[C@H]1C[C@H](N2N=CC=C21)C(C)C